2-(4'-Methyl-[2,2'-bipyridin]-4-yl)acetonitrile CC1=CC(=NC=C1)C1=NC=CC(=C1)CC#N